FC(C(=O)O)(F)F.NC1=C(N=CC(=N1)N1CCC2(CC1)[C@@H](C=1N(N=C3C1CCC3)C2)N)SC2=C(C(=NC=C2)N)Cl (S)-1'-(6-amino-5-((2-amino-3-chloropyridin-4-yl)thio)pyrazin-2-yl)-1,2,3,8-tetrahydro-6H-spiro[cyclopenta[d]pyrrolo[1,2-b]pyrazole-7,4'-piperidin]-8-amine (trifluoroacetate)